(4-(6-hydroxyhexyl)-1-carbonylisoindolin-2-yl)piperidine-2,6-dione OCCCCCCC1=C2CN(C(C2=CC=C1)=C=O)N1C(CCCC1=O)=O